C12CN(CC2C1)C1=CC=C(C=N1)C1N(C[C@H](C1)O[Si](C)(C)C(C)(C)C)C(=O)OC(C)(C)C tert-butyl (4S)-2-(6-(3-azabicyclo[3.1.0]hexan-3-yl)pyridin-3-yl)-4-((tert-butyldimethylsilyl)oxy)pyrrolidine-1-carboxylate